C1(CCCC1)C1=CC(=NN1)NC1=NC(=NC=C1)N1C2CC(C1)(C2)C(=O)NC 2-[4-[(5-Cyclopentyl-1H-pyrazol-3-yl)amino]pyrimidin-2-yl]-N-methyl-2-azabicyclo[2.1.1]hexane-4-carboxamide